CC12CNCC(C2CCCC1)(C)C 1,5,5-trimethyl-3-azabicyclo[4.4.0]decane